Ethyl 3-chloro-4-hydroxy-1-isopropyl-1H-pyrazole-5-carboxylate ClC1=NN(C(=C1O)C(=O)OCC)C(C)C